NC=1C(=NC=CC1)C#N 3-Aminopyridine-2-carbonitrile